(S)-methyl-2-((S)-1-(4-methoxy-1H-indole-2-carbonyl)-4,4-dimethylpyrrolidine-2-carboxamido)-3-((S)-2-oxopyrrolidin-3-yl)propanoate COC([C@H](C[C@H]1C(NCC1)=O)NC(=O)[C@H]1N(CC(C1)(C)C)C(=O)C=1NC2=CC=CC(=C2C1)OC)=O